ClC=1C(=NC=CC1C=N[S@@](=O)C(C)(C)C)C(F)F (S)-N-((3-chloro-2-(difluoromethyl)pyridine-4-yl)methylene)-2-methylpropane-2-sulfinamide